5,7-dimethoxy-2-(o-tolyl)-flavanone COC1=C2C(CC(OC2=CC(=C1)OC)(C1=CC=CC=C1)C1=C(C=CC=C1)C)=O